4'-(4-(3-carbamoyl-5-methyl-1H-pyrazol-1-yl)benzyl)-[1,1'-biphenyl]-4-carboxylic acid tert-butyl ester C(C)(C)(C)OC(=O)C1=CC=C(C=C1)C1=CC=C(C=C1)CC1=CC=C(C=C1)N1N=C(C=C1C)C(N)=O